Tert-butyl (2S)-4-[7-benzyl-2-[2-(dimethylamino)ethoxy]-6,8-dihydro-5H-pyrido[3,4-d]pyrimidin-4-yl]-2-(cyanomethyl)piperazine-1-carboxylate C(C1=CC=CC=C1)N1CC=2N=C(N=C(C2CC1)N1C[C@@H](N(CC1)C(=O)OC(C)(C)C)CC#N)OCCN(C)C